ClC=1C=C2C(=CN=C(C2=CN1)OC1CN(C1)C(=O)[C@H]1[C@H](C1)F)[C@H](CC)N[S@@](=O)C(C)(C)C (S)-N-((S)-1-(6-chloro-1-((1-((1S,2S)-2-fluorocyclopropane-1-carbonyl)azetidin-3-yl)oxy)-2,7-naphthyridin-4-yl)propyl)-2-methylpropane-2-sulfinamide